BrC=1C=CC=2C(=C(C=C3C(=NN(C23)C2=CC=CC=C2)OC)O)C1 7-bromo-3-methoxy-1-phenyl-1H-benzo[g]indazol-5-ol